C(C1=CC=CC=C1)(=O)NNC(CCCCCCCCC#CC#CCCCCCCCCC(=O)NNC(C1=CC=CC=C1)=O)=O N'1,N'22-dibenzoyldocosa-10,12-diynedihydrazide